C(C)S(=O)(=O)C=1C(=NC(=C(C1)C(F)(F)F)C1=CC=C(C=C1)C(F)(F)F)C(=O)NC1=CC(=NC=C1NC)C(F)(F)F 3-ethylsulfonyl-N-[5-(methylamino)-2-(trifluoromethyl)-4-pyridyl]-5-(trifluoromethyl)-6-[4-(trifluoromethyl)phenyl]pyridine-2-carboxamide